N,N-Dipropyl-2-benzothiazolyl-sulphenamide C(CC)N(SC=1SC2=C(N1)C=CC=C2)CCC